5-(3-(3-cyclopropyl-1H-pyrazol-5-yl)-2-fluoro-6-hydroxyphenyl)-1,2,5-thiadiazolidin-3-one 1,1-dioxide C1(CC1)C1=NNC(=C1)C=1C(=C(C(=CC1)O)N1CC(NS1(=O)=O)=O)F